ClC1=C(C=CC(=C1)F)[C@H](C)OC=1C=NC(=NC1)C(=O)N[C@H](C)\C=C\S(=O)(=O)C 5-((S)-1-(2-chloro-4-fluorophenyl)ethoxy)-N-((R,E)-4-(methylsulfonyl)but-3-en-2-yl)pyrimidine-2-carboxamide